N-{[4-(benzenesulfonyl)phenyl]methyl}-3-(pyridin-3-yl)-1,2-oxazole-5-carboxamide C1(=CC=CC=C1)S(=O)(=O)C1=CC=C(C=C1)CNC(=O)C1=CC(=NO1)C=1C=NC=CC1